COC(=O)C=1C(N(C2=NC(=CC=C2C1N)Br)C=1C=NC(=CC1)N)=O 4-Amino-1-(6-aminopyridin-3-yl)-7-bromo-2-oxo-1,2-dihydro-1,8-naphthyridine-3-carboxylic acid methyl ester